NC=1C2=C(N(C(N1)=O)C=1C(=NC=CC1)OC)N=C(C(=C2)Cl)C2CC2 4-amino-6-chloro-7-cyclopropyl-1-(2-methoxypyridin-3-yl)pyrido[2,3-d]pyrimidin-2(1H)-one